2-(5-bromo-2-chlorophenyl)-3-methylpyrazolo[1,5-a]pyridine BrC=1C=CC(=C(C1)C1=NN2C(C=CC=C2)=C1C)Cl